(2R)-N-((S or R)-(3-chloro-2,4-difluoro-phenyl)(1-(4-fluoro-phenyl)-1H-pyrazol-4-yl)methyl)-2-methyl-3-oxopiperazine-1-carboxamide ClC=1C(=C(C=CC1F)[C@@H](NC(=O)N1[C@@H](C(NCC1)=O)C)C=1C=NN(C1)C1=CC=C(C=C1)F)F |o1:8|